2-amino-3-chlorophenylboronic acid NC1=C(C=CC=C1Cl)B(O)O